CN1C(=O)C(=O)C2=CC(=CC=C12)C n-methyl-5-methyl-isatin